4-[2-[tert-butyl(dimethyl)silyl]oxyethoxy]-N-[8-(methylamino)-5-[2-[3-(2-trimethylsilylethoxymethyl)benzotriazol-5-yl]ethynyl]-2,7-naphthyridin-3-yl]butanamide [Si](C)(C)(C(C)(C)C)OCCOCCCC(=O)NC=1N=CC2=C(N=CC(=C2C1)C#CC1=CC2=C(N=NN2COCC[Si](C)(C)C)C=C1)NC